N-{[2-(2,6-dioxopiperidin-3-yl)-1-oxo-2,3-dihydro-1H-isoindol-5-yl]methyl}-2-(hydroxymethyl)benzamide O=C1NC(CCC1N1C(C2=CC=C(C=C2C1)CNC(C1=C(C=CC=C1)CO)=O)=O)=O